1-(carbobenzoxy)-4-methoxypiperidine-4-formic acid C(=O)(OCC1=CC=CC=C1)N1CCC(CC1)(C(=O)O)OC